aluminum hydroxide-phosphate-melamine salt N1=C(N)N=C(N)N=C1N.P(=O)([O-])([O-])O.[OH-].[Al+3]